2-hydroxy-7,7-dimethyl-8H-pyrano[4,3-b]pyridin-5-one OC1=CC=C2C(=N1)CC(OC2=O)(C)C